(1S,2R,3S,4R,5S)-4-(5-chloro-7-(ethylamino)-3H-imidazo[4,5-b]pyridin-3-yl)-1-(difluoromethyl)bicyclo[3.1.0]hexane-2,3-diol ClC1=CC(=C2C(=N1)N(C=N2)[C@H]2[C@@H]([C@@H]([C@@]1(C[C@H]21)C(F)F)O)O)NCC